(Z)-4-(1-(4-(2-(2,7-diazaspiro[4.4]nonan-2-yl)ethoxy)phenyl)-5-hydroxy-2-phenylpent-1-en-1-yl)phenol C1N(CCC12CNCC2)CCOC2=CC=C(C=C2)\C(=C(\CCCO)/C2=CC=CC=C2)\C2=CC=C(C=C2)O